BrC=1C=C(C2=C(N(N=C2C1)C)C1=CC(=C(C(=O)N[C@H]2[C@H](C2)F)C(=C1)OC)OC(F)F)OC(F)F 4-[6-bromo-4-(difluoromethoxy)-2-methylindazol-3-yl]-2-(difluoromethoxy)-N-[(1R,2S)-2-fluorocyclopropyl]-6-methoxybenzamide